C(=O)(O)CCCC1CC1 1-(3-Carboxypropyl)cyclopropane